C(C)(C)OC=1C(=CC(=NC1)C1=NN=C(O1)NC1=NC=CC=C1N(C)C)C(F)(F)F N2-(5-(5-isopropoxy-4-(trifluoromethyl)pyridin-2-yl)-1,3,4-oxadiazol-2-yl)-N3,N3-dimethyl-pyridine-2,3-diamine